N[C@H](C(=O)OC)CCC Methyl (S)-2-aminovalerate